3-iodo-1-methyl-1H-pyrazole-4-carbonitrile IC1=NN(C=C1C#N)C